C(C)(C)C1=CC=C(C=CC(=O)NC(=N)N)C=C1 4-Isopropylcinnamoylguanidin